1-[1-(1-methylcyclobutanecarbonyl)-4-phenyl-4-piperidyl]pyrazole-4-carbaldehyde CC1(CCC1)C(=O)N1CCC(CC1)(C1=CC=CC=C1)N1N=CC(=C1)C=O